N1C(=NC2=C1C=CC=C2)C2=CC=C(C=C2)NC(C2=CC(=CC=C2)O[C@H](C)C2=CC=CC=C2)=O N-[4-(1H-1,3-benzodiazol-2-yl)phenyl]-3-[(1R)-1-phenylethoxy]benzamide